3'-{(1R)-1-[(6,7-dimethoxy-2-methylquinazolin-4-yl)amino]-ethyl}-N,N-di-methylbiphenyl-4-carboxamide COC=1C=C2C(=NC(=NC2=CC1OC)C)N[C@H](C)C=1C=C(C=CC1)C1=CC=C(C=C1)C(=O)N(C)C